C(C=C)OC1CCN(CC1)C1=C(C(=O)O)C=CC(=C1)Cl (4-(allyloxy)piperidin-1-yl)-4-chlorobenzoic acid